1,1-dimethyl-3-hydroxybutyl peroxyneodecanoate C(CCCCCC(C)(C)C)(=O)OOC(CC(C)O)(C)C